NC1=C2CC[C@@H](N(C2=CC=C1N[C@@H]1C[C@H](CCC1)C(=O)OC)C(=O)OC)C methyl (2S)-5-amino-6-[[trans-3-(methoxycarbonyl)cyclohexyl]amino]-2-methyl-1,2,3,4-tetrahydroquinoline-1-carboxylate